6-(1-(2-cyclopropyl-2-azaspiro[3.3]hept-6-yl)piperidin-4-yl)-2-(3,4-dimethoxyphenyl)-8-methylimidazo[1,2-a]pyridine C1(CC1)N1CC2(C1)CC(C2)N2CCC(CC2)C=2C=C(C=1N(C2)C=C(N1)C1=CC(=C(C=C1)OC)OC)C